ClC=1SC(=CN1)C(=O)N1CC(C1)NC1=NC=2N([C@H](C(NC2C(=N1)C)=O)C(C)C)C (S)-2-((1-(2-chlorothiazole-5-carbonyl)azetidin-3-yl)amino)-7-isopropyl-4,8-dimethyl-7,8-dihydropteridin-6(5H)-one